OCCCCCC(=O)OC(CCC)O α-hydroxybutyl ε-hydroxyhexanoate